[N+](=O)([O-])C=1C=NC=CC1O[C@H]1CN(CC1)C(=O)OC(C)(C)C tert-butyl (R)-3-((3-nitropyridin-4-yl)oxy)pyrrolidine-1-carboxylate